C1(=CC=CC=C1)N(N)O phenylhydrazinol